C(=CC)[Si](C)(C)CCCCCCCCCCCCCCCCCC propenyl-octadecyl-dimethylsilane